N1(CCCC1)C1=C(CN2CCCC23CCNCC3)C=CC(=C1)C(F)(F)F 1-(2-(pyrrolidin-1-yl)-4-(trifluoromethyl)benzyl)-1,8-diazaspiro[4.5]decane